tert-butyl 2-(2-(cyclopropanesulfonylamino) pyrimidin-4-yl)-3-((4-(6-ethoxypyrazin-2-yl) phenyl) (4-methoxybenzyl) amino)-3-oxopropanoate C1(CC1)S(=O)(=O)NC1=NC=CC(=N1)C(C(=O)OC(C)(C)C)C(=O)N(CC1=CC=C(C=C1)OC)C1=CC=C(C=C1)C1=NC(=CN=C1)OCC